ClC1=C(C=C(C=C1)C(C(C(=O)OC)(C)C)C1=C(C2=C(N(N=N2)C)C=C1)C)CN1C[C@H](OC2=CC=3C=CC=NC3C=C2C1)CC Methyl 3-(4-chloro-3-(((R)-2-ethyl-2,3-dihydro-[1,4]oxazepino[7,6-g]quinolin-4(5H)-yl) methyl) phenyl)-3-(1,4-dimethyl-1H-benzo[d][1,2,3]triazol-5-yl)-2,2-dimethylpropionate